5-(5-bromo-1-methyl-1H-pyrazol-4-yl)-4-methyl-4H-1,2,4-triazole-3-thiol BrC1=C(C=NN1C)C=1N(C(=NN1)S)C